C(C)N1C=CC=2C(=NC(=CC21)NC=2SC(=CN2)C)O[C@@H]2CN(C[C@H]2F)C(C=C)=O 1-((3R,4R)-3-((1-ethyl-6-((5-methylthiazol-2-yl)amino)-1H-pyrrolo[3,2-c]pyridin-4-yl)oxy)-4-fluoropyrrolidin-1-yl)prop-2-en-1-one